3,3-dimethyl-2-butylamine CC(C(C)N)(C)C